C1(CCCCCO1)=O caproLactone